N1C=CC2=CC=C(C=C12)CN1N=NC(=C1)C1=CC(=NC(=N1)N)C=1C(=C(C#N)C=CC1)C 3-(6-(1-((1H-indol-6-yl)methyl)-1H-1,2,3-triazol-4-yl)-2-aminopyrimidin-4-yl)-2-methylbenzonitrile